6-chloro-N-methyl-4-(prop-1-en-2-yl)-2,7-naphthyridin-1-amine ClC=1C=C2C(=CN=C(C2=CN1)NC)C(=C)C